FC=1C(=CC=2C3=C(NC(C2C1)=O)COC[C@H]3N(C(C3=CC=C(C=C3)OC3=CC=C(C=C3)F)=O)C)F (S)-N-(8,9-difluoro-6-oxo-1,4,5,6-tetrahydro-2H-pyrano[3,4-c]isoquinolin-1-yl)-4-(4-fluorophenoxy)-N-methylbenzamide